CN1N=C2C=C(C(=CC2=C1)C1=CC=C(CN2C(C3=NC=CC=C3C2=O)([2H])[2H])C=C1)C 6-(4-(2,6-dimethyl-2H-indazol-5-yl)benzyl)-6,7-dihydro-5H-pyrrolo[3,4-b]pyridin-5-one-7,7-d2